[2-oxo-2-(2-thienylmethylcarbamoyl-amino)ethyl] 4-[(4-methyl-2-oxo-chromen-7-yl)oxymethyl]benzoate CC1=CC(OC2=CC(=CC=C12)OCC1=CC=C(C(=O)OCC(NC(NCC=2SC=CC2)=O)=O)C=C1)=O